methyl 2-amino-3-(2-oxopiperidin-3-yl)propanoate di-hydrochloride Cl.Cl.NC(C(=O)OC)CC1C(NCCC1)=O